S(N)(OC[C@@H]1[C@H](C[C@@H](C1)NC1=NC=NC=C1C(=O)C=1SC=C(C1)[C@@H](O)C1=C(C=CC(=C1)Br)F)O)(=O)=O [(1R,2S,4R)-4-{[5-({4-[(S)-(5-bromo-2-fluorophenyl)(hydroxy)methyl]-2-thienyl}carbonyl)pyrimidin-4-yl]amino}-2-hydroxycyclopentyl]methyl sulfamate